C(CCCCCCCCCCC)C=1C(=C(C=CC1)OC1=C(C(=CC=C1)CCCCCCCCCCCC)CCCCCCCCCCCC)CCCCCCCCCCCC lauryldodecylphenylether